3-(5-(3-((4'-chloro-[1,1'-biphenyl]-2-yl)methyl)-3,8-diazabicyclo[3.2.1]octan-8-yl)-1-oxoisoindolin-2-yl)piperidine-2,6-dione ClC1=CC=C(C=C1)C1=C(C=CC=C1)CN1CC2CCC(C1)N2C=2C=C1CN(C(C1=CC2)=O)C2C(NC(CC2)=O)=O